CCCCC[C@@H](/C=C/C=C\\C/C=C\\C/C=C\\CCCC(=O)NCC(=O)O)OO The molecule is an N-acylglycine resulting from the formal condensation of the amino group of glycine with the carboxy group of (15S)-hydroperoxy-(5Z,8Z,11Z,13E)-icosatetraenoic acid. It has a role as a mammalian metabolite. It is a N-acylglycine, a fatty amide and a lipid hydroperoxide. It derives from a 15(S)-HPETE. It is a conjugate acid of a N-[(15S)-hydroperoxy-(5Z,8Z,11Z,13E)-icosatetraenoyl]glycinate.